CN([C@H]1CNCC1)CCOCCC1=NC=2NCCCC2C=C1 (R)-N-methyl-N-(2-(2-(5,6,7,8-tetrahydro-1,8-naphthyridin-2-yl)ethoxy)ethyl)pyrrolidin-3-amine